C(C)O/C=C/C1=CC(=C(C(=C1)F)C1C(NC(CC1)=O)=O)F (E)-3-(4-(2-ethoxyvinyl)-2,6-difluorophenyl)piperidine-2,6-dione